3,4-bis(benzyloxy)-2,6-difluoro-5-isopropoxybenzoic acid C(C1=CC=CC=C1)OC=1C(=C(C(=O)O)C(=C(C1OCC1=CC=CC=C1)OC(C)C)F)F